5-vinyl-7H-pyrrolo[2,3-c]pyridazine C(=C)C1=CNC=2N=NC=CC21